(4-Methoxy-2-methylphenyl)(3-methyl-2-oxo-1-(tetrahydro-2H-pyran-4-yl)-2,3-dihydro-1H-imidazo[4,5-c]pyridin-6-yl)carbamic chloride COC1=CC(=C(C=C1)N(C(=O)Cl)C1=CC2=C(C=N1)N(C(N2C2CCOCC2)=O)C)C